OC1(CCN(CC1)C(C[C@@H](C)C1=CC=CC=C1)=O)CN1C=NC(=CC1=O)N1[C@@H]2CN(C[C@H](C1)C2)C 3-((4-hydroxy-1-((R)-3-phenylbutanoyl)piperidin-4-yl)methyl)-6-((1R,5S)-3-methyl-3,6-diazabicyclo[3.2.1]octan-6-yl)pyrimidin-4(3H)-one